9-oxa-2-azaspiro[5.5]undecane C1NCCCC12CCOCC2